(hydroxymethyl)cyclopropan-1-carbonitrile OCC1(CC1)C#N